tert-butyl (3R)-3-[(3-amino-6-cyanoquinolin-4-yl)amino]pyrrolidine-1-carboxylate NC=1C=NC2=CC=C(C=C2C1N[C@H]1CN(CC1)C(=O)OC(C)(C)C)C#N